ClC=1C=C(C=CC1)C=1OC(=CN1)C(=O)O 2-(3-chlorophenyl)oxazole-5-carboxylic acid